acetic acid, bromide C(C)(=O)Br